(1R)-1-methyl-1,2,3,4-tetrahydroisoquinoline hydrochloride Cl.C[C@H]1NCCC2=CC=CC=C12